O=C1N(C(C=C1)=O)CCCC(NCCOCCOCCOCCC(N[C@H](C(N[C@H](C(=O)ON1C(CCC1=O)=O)C)=O)C)=O)=O (2S,5S)-2,5-dioxopyrrolidin-1-yl 23-(2,5-dioxo-2,5-dihydro-1H-pyrrol-1-yl)-2,5-dimethyl-4,7,20-trioxo-10,13,16-trioxa-3,6,19-triazatricosan-1-oate